(1,3-dimesitylimidazolidin-2-ylidene)(3-methyl-2-butene-1-ylidene)(tricyclopentylphosphine) ruthenium dichloride [Ru](Cl)Cl.C1(=C(C(=CC(=C1)C)C)N1C(N(CC1)C1=C(C=C(C=C1C)C)C)=C1C(C(CC1)P(C1CCCC1)C1CCCC1)=CC=C(C)C)C